N-(3-((4-Chlorophenyl)ethynyl)-1-methyl-1H-indazol-5-yl)acrylamide ClC1=CC=C(C=C1)C#CC1=NN(C2=CC=C(C=C12)NC(C=C)=O)C